ethyl 2-({8-methoxy-7-[3-(pyrrolidin-1-yl)propoxy]-1H,2H,3H-cyclopenta[c]quinolin-4-yl}amino)propanoate COC1=CC=2C3=C(C(=NC2C=C1OCCCN1CCCC1)NC(C(=O)OCC)C)CCC3